tert-Butyl (1R,3s,5S)-3-(4-bromo-5-methyl-1H-pyrazol-1-yl)-8-azabicyclo[3.2.1]octane-8-carboxylate BrC=1C=NN(C1C)C1C[C@H]2CC[C@@H](C1)N2C(=O)OC(C)(C)C